CN1C(C(=CC2=C1N=C(N=C2)S(=O)(=O)C)C(F)(F)F)=O 8-Methyl-2-(methylsulfonyl)-6-(trifluoromethyl)pyrido[2,3-d]pyrimidin-7(8H)-one